N-(1-amino-3-bicyclo[1.1.1]pentanyl)-2-(4-chloro-3-fluoro-phenoxy)acetamide-HCl Cl.NC12CC(C1)(C2)NC(COC2=CC(=C(C=C2)Cl)F)=O